C(C1=CC=CC=C1)OC(=O)NCC1=C(CN(C(C(C)(C)C)=O)CC(=O)O)C=CC=C1 2-(N-(2-((((Benzyloxy)carbonyl)amino)methyl)benzyl)pivalamido)acetic acid